3-(6-methyl-2-pyridyl)-N-(2-morpholinoethyl)-4-[7-(4-pyridyl)-1,5-naphthyridin-2-yl]-1H-pyrazol-5-amine CC1=CC=CC(=N1)C1=NNC(=C1C1=NC2=CC(=CN=C2C=C1)C1=CC=NC=C1)NCCN1CCOCC1